C(C)(C)(C)OC(=O)N[C@H](C(=O)O)C1(CCOCC1)C (S)-2-((tert-butyloxycarbonyl)amino)-2-(4-methyltetrahydro-2H-pyran-4-yl)acetic acid